COC=1C=C2[C@]3(C(NC2=CC1)=O)[C@@H](C3)C3=CC=C1C(=NNC1=C3)NC3=NC(=NC=C3OC)C3COC3 (1R,2S)-5'-methoxy-2-(3-{[5-methoxy-2-(oxetan-3-yl)pyrimidin-4-yl]amino}-1H-indazol-6-yl)-1'H-spiro[cyclopropane-1,3'-indol]-2'-one